5-bromo-6-dimethylaminoindoline-2,3-dione BrC=1C=C2C(C(NC2=CC1N(C)C)=O)=O